IC1=CC=C(C=C1)S(=O)(=O)N1C=C(C2=CC=CC=C12)/C=C/C(=O)C1=CC=CC=C1 (E)-3-(1-((4-iodophenyl)sulfonyl)-1H-indol-3-yl)-1-phenylprop-2-en-1-one